CN(S(=O)(=O)NC1=C(C=C(C=C1)C1=NC=2C=NC(=NC2N(C1=O)C(C)C)N[C@@H]1CNC[C@H](C1)F)F)C 6-(4-(dimethylsulfamoylamino)-3-fluoro-phenyl)-2-(((3S,5S)-5-fluoro-3-piperidyl)-amino)-8-isopropyl-7-oxo-pteridine